N,N-dimethyl-5-((7-morpholino-2-(pyridin-4-yl)pyrazolo[1,5-a]pyrimidin-5-yl)amino)-3-phenyl-1H-pyrazole-1-sulfonamide CN(S(=O)(=O)N1N=C(C=C1NC1=NC=2N(C(=C1)N1CCOCC1)N=C(C2)C2=CC=NC=C2)C2=CC=CC=C2)C